1-(1,3-thiazol-2-yl)ethanone S1C(=NC=C1)C(C)=O